C1(CC1)C1=NN(C=2C(=NN(C(C21)=O)CC(=O)N[C@@H](C)C2=CC=C(C=C2)C(F)(F)F)C)C (S)-2-(3-Cyclopropyl-1,7-dimethyl-4-oxo-1,4-dihydro-5H-pyrazolo[3,4-d]pyridazin-5-yl)-N-(1-(4-(trifluoromethyl)phenyl)ethyl)acetamid